6-chloro-N-{(3R,6S)-6-[3-(4-chlorophenoxy)azetidine-1-carbonyl]oxan-3-yl}-4-oxo-3,4-dihydro-2H-1-benzopyran-2-carboxamide ClC=1C=CC2=C(C(CC(O2)C(=O)N[C@H]2CO[C@@H](CC2)C(=O)N2CC(C2)OC2=CC=C(C=C2)Cl)=O)C1